FC=1C=C(C=C(C1)F)[C@@H]1N(OCC1)C1=CC(=NC=N1)NC=1C(=CC(=C(C1)NC(C=C)=O)N1CCC(CC1)N1[C@H](COCC1)C)OC N-(5-((6-((R)-3-(3,5-difluorophenyl)isoxazolidine-2-yl)pyrimidine-4-yl)amino)-4-methoxy-2-(4-((S)-3-methylmorpholino)piperidine-1-yl)phenyl)acrylamide